(R)-N-(amino(3-fluoro-5-(2-hydroxypropan-2-yl)thiophen-2-yl)(oxo)-λ6-sulfaneylidene)-2-(6-ethyl-4-isopropyl-1,3-dihydroisobenzofuran-5-yl)acetamide N[S@](=NC(CC=1C(=C2COCC2=CC1CC)C(C)C)=O)(=O)C=1SC(=CC1F)C(C)(C)O